5-(methylsulfonyl)-3,4-dihydroquinolin CS(=O)(=O)C1=C2CCC=NC2=CC=C1